CC1(CCC1)C(=O)OCCC(C)CCC=C(C)C Citronellyl 1-methyl-1-cyclobutanecarboxylate